ClC1=C(C=NN(C1=O)C1OCCCC1)N1CC=2N=CN=C(C2CC1)OC1=C(C#N)C=C(C=C1)F 2-((7-(5-chloro-6-oxo-1-(tetrahydro-2H-pyran-2-yl)-1,6-dihydropyridazin-4-yl)-5,6,7,8-tetrahydropyrido[3,4-d]pyrimidin-4-yl)oxy)-5-fluorobenzonitrile